(S)-N-((S)-1-cyano-2-((S)-2-oxopyrrolidin-3-yl)ethyl)-2-(2-(4-fluorophenoxy)acetamido)-3-(3-fluoro-phenyl)propenamide C(#N)[C@H](C[C@H]1C(NCC1)=O)NC(C(=CC1=CC(=CC=C1)F)NC(COC1=CC=C(C=C1)F)=O)=O